C(C)(C)(C)OC(=O)N[C@@H](C(=O)OC)C(C)(C)C methyl (R)-2-((tert-butoxycarbonyl)amino)-3,3-dimethylbutanoate